COC1=C(C=CC(=C1)C#C[Si](C)(C)C)CNC(OC(C)(C)C)=O tert-butyl N-[[2-methoxy-4-(2-trimethylsilylethynyl)phenyl]methyl]carbamate